CC1=CNC=2N=CN=C(C21)N2CCSC(=C2)C2=CC=C1CC(NC1=C2)=O 6-(4-(5-methyl-7H-pyrrolo[2,3-d]pyrimidin-4-yl)-3,4-dihydro-2H-1,4-thiazin-6-yl)indolin-2-one